ClC1=C(C=C(NC1=O)N1N=C(C=C1CC(=O)N)C)C (1-(5-chloro-4-methyl-6-oxo-1,6-dihydropyridin-2-yl)-3-methyl-1H-pyrazol-5-yl)acetamide